ClC1=CC2=C(N(C(N=C2N2C[C@H](N(C[C@@H]2C)C(=O)OC(C)(C)C)C)=O)C=2C(=NC=CC2C)C(C)C)N=C1Cl tert-butyl (2R,5S,M)-4-(6,7-dichloro-1-(2-isopropyl-4-methylpyridin-3-yl)-2-oxo-1,2-dihydropyrido[2,3-d]pyrimidin-4-yl)-2,5-dimethylpiperazine-1-carboxylate